C1(CC1)C1=CC=C(C=C1)C=1OC(=C(N1)C(=O)NCCN(C)C)C1=CC=CC=C1 2-(4-cyclopropylphenyl)-N-(2-(dimethylamino)ethyl)-5-phenylOxazole-4-carboxamide